1-cyclopropyl-6-fluoro-7-[(3R)-3-hydroxypyrrolidin-1-yl]-3-({[(3S)-1-(5-methyl-1,2,4-oxadiazol-3-yl)piperidin-3-yl][(2-methylpyridin-4-yl)methyl]amino}methyl)-1,4-dihydroquinolin-4-one C1(CC1)N1C=C(C(C2=CC(=C(C=C12)N1C[C@@H](CC1)O)F)=O)CN(CC1=CC(=NC=C1)C)[C@@H]1CN(CCC1)C1=NOC(=N1)C